4,5-dibromopyridin-2-amine BrC1=CC(=NC=C1Br)N